The molecule is a long-chain fatty acid that is icosanoic acid carrying a 3-hydroxy substituent. It has a role as a metabolite. It is a 3-hydroxy fatty acid and a long-chain fatty acid. It derives from an icosanoic acid. It is a conjugate acid of a 3-hydroxyicosanoate. CCCCCCCCCCCCCCCCCC(CC(=O)O)O